(S)-ethyl 8-(2-amino-6-((R)-1-(4'-ethoxy-3-(3-methyl-1H-pyrazol-1-yl)-[1,1'-biphenyl]-4-yl)-2,2,2-trifluoroethoxy)pyrimidin-4-yl)-2,8-diazaspiro[4.5]decane-3-carboxylate NC1=NC(=CC(=N1)N1CCC2(C[C@H](NC2)C(=O)OCC)CC1)O[C@@H](C(F)(F)F)C1=C(C=C(C=C1)C1=CC=C(C=C1)OCC)N1N=C(C=C1)C